ClC1=C(N=C(C=2C(N3C(COC21)CNCC3)=O)N3CC(N(CC3)CCOC)(C)C)C3=C(C=CC=C3)F 4-chloro-3-(2-fluorophenyl)-1-(4-(2-methoxyethyl)-3,3-dimethylpiperazin-1-yl)-6,6a,7,8,9,10-hexahydro-12H-pyrazino[2,1-c]pyrido[3,4-f][1,4]oxazepin-12-one